N[C@@H]1C[C@@H]2CO[C@H]([C@H]1O)O2 (1R,3R,4S,5S)-3-amino-6,8-dioxabicyclo[3.2.1]octan-4-ol